2,4-dimethyl-3-(4-(2-(1-methyl-1H-pyrazole-5-carboxamido)-2-(4-methylcyclohexyl)acetamido)phenyl)pyridine 1-oxide CC1=[N+](C=CC(=C1C1=CC=C(C=C1)NC(C(C1CCC(CC1)C)NC(=O)C1=CC=NN1C)=O)C)[O-]